N1C(=NC=C1)C1CCN(CC1)C(=O)C1=CC=C2C(=CNC2=C1)C1=CNC2=CC=CC=C12 [4-(1H-imidazol-2-yl)-1-piperidyl]-[3-(1H-indol-3-yl)-1H-indol-6-yl]methanone